CC=1C(=C(C=C(C1)C)N)N 3,5-dimethyl-o-phenylenediamine